C(CS(=O)(=O)[O-])S(=O)(=O)[O-].C1(=CC=CC=C1)[S+](C1=CC=CC=C1)C1=CC=CC=C1.C1(=CC=CC=C1)[S+](C1=CC=CC=C1)C1=CC=CC=C1 triphenyl-sulfonium ethanedisulfonate